ClC1=CC=C(C=C1)C1=NOC(=C1)NC1=NC(=NC=C1)Cl 3-(4-chlorophenyl)-N-(2-chloropyrimidin-4-yl)isoxazol-5-amine